4-[2-methyl-3-(3-phenyl-1,2,4-oxadiazol-5-yl)cyclopropyl]benzenesulfonamide CC1C(C1C1=NC(=NO1)C1=CC=CC=C1)C1=CC=C(C=C1)S(=O)(=O)N